methyl (S)-5-methyl-2-oxo-2,5,6,7-tetrahydro-1H-cyclopenta[b]pyridine-3-carboxylate C[C@H]1CCC=2NC(C(=CC21)C(=O)OC)=O